C(C)(C)(C)OC(NC1=CC(=NC=C1C=1N=CN(C(C1)=O)C)NC(C)=O)=O (2-Acetamido-5-(1-methyl-6-oxo-1,6-dihydropyrimidin-4-yl)pyridin-4-yl)carbamic acid tert-butyl ester